C1(=CC=CC2=CC=CC=C12)C=1C(=CC=C2C=CC=CC12)C1=CC=CC2=CC=CC=C12 ter-naphthyl